methyl (1S,2R)-2-((6-(5-chloro-6-fluoro-7-(isopropylamino)-1H-indazol-4-yl)imidazo[1,2-a]pyrazin-2-yl)carbamoyl)cyclopropane-1-carboxylate ClC=1C(=C2C=NNC2=C(C1F)NC(C)C)C=1N=CC=2N(C1)C=C(N2)NC(=O)[C@H]2[C@H](C2)C(=O)OC